di-tert-butyl (2R,4R)-4-((6-chloro-5-fluoropyridin-2-yl) methyl)-2-methylpiperidine-1,4-dicarboxylate ClC1=C(C=CC(=N1)C[C@@]1(C[C@H](N(CC1)C(=O)OC(C)(C)C)C)C(=O)OC(C)(C)C)F